ClC=1C(N(C(=CC1OCC1=NC=C(C=C1F)F)C)C1=CC(=NC=C1C)N1C(C(=CC=C1)C(CO)(C)C)=O)=O 3-chloro-4-[(3,5-difluoropyridin-2-yl)methoxy]-2'-[3-(1-hydroxy-2-methylpropan-2-yl)-2-oxopyridin-1-yl]-5',6-dimethyl-[1,4'-bipyridin]-2-one